C(#N)C1=NC=CC(=C1)C1=CC=2C=NC(=CC2N1)NC(=O)C1CC1 N-(2-(2-cyanopyridin-4-yl)-1H-pyrrolo[3,2-c]pyridin-6-yl)cyclopropanecarboxamide